2-((2-(2-fluorophenyl)-4-methoxyquinolin-7-yl)(methoxy)methylene)malononitrile FC1=C(C=CC=C1)C1=NC2=CC(=CC=C2C(=C1)OC)C(=C(C#N)C#N)OC